C(C)C1N(C2=CC=C(C=C2CC1)CC)S(=O)(=O)C1=CC(=C(C=C1)C(CC1CCOCC1)O)CO 1-(4-((2,6-diethyl-3,4-dihydroquinolin-1(2H)-yl)sulfonyl)-2-hydroxymethylphenyl)-2-(tetrahydro-2H-pyran-4-yl)ethanol